1-(2,2-diethoxyethyl)-1H-pyrrole-2-carboxylic acid C(C)OC(CN1C(=CC=C1)C(=O)O)OCC